C1(=CC=CC=C1)N1C(=NC2=C1C1=CC=CC=C1C=1C=CC=CC12)C1=CC=C(C=C1)C1=C2C=CC=CC2=C(C2=CC=CC=C12)C1=CC=CC=C1C#N 10-(4-(1-phenyl-1H-phenanthro[9,10-d]imidazol-2-yl)phenyl)anthracene-9-benzonitrile